C(C)(C)(C)C1=C(NC=2C(C=C(C(C2)=O)NC2=C(C=C(C=C2C(C)(C)C)C(C)(C)C)C(C)(C)C)=O)C(=CC(=C1)C(C)(C)C)C(C)(C)C 2,5-di(2,4,6-tri-tert-butylanilino)-1,4-benzoquinone